O.O.O.C(C)(=O)N[C@@H](C(CC)CC)[C@H]1[C@@H]([C@H](C[C@H]1NC(=N)N)C(=O)O)O (1S,2S,3S,4R)-3-((1S)-1-acetylamino-2-ethyl-butyl)-4-guanidino-2-hydroxy-cyclopentane-1-carboxylic acid trihydrate